trihexyl-(tetradecyl)phosphonium dicyanamide salt [N-](C#N)C#N.C(CCCCC)[P+](CCCCCCCCCCCCCC)(CCCCCC)CCCCCC